FC1=CC=C(CN(C(=O)NCC2=CC=C(C=C2)OCC(C)C)CC2CN(CC2)C)C=C1 1-(4-fluoro-benzyl)-3-(4-isobutoxy-benzyl)-1-(1-methyl-pyrrolidin-3-ylmethyl)-urea